C(C)[C@H]1C(C(CC=C1)=O)C1=CC(=CC=C1)F Ethyl-(R)-2-(3-fluorophenyl)-3-oxo-2,3-dihydro-1H-benzol